The molecule is a perfluorinated compound that is 2-propoxypentanoic acid in which all 11 of the hydrogens attached to carbon atoms have been replaced by fluorine atoms. Used as an alternative to perfluorooctanoic acid in the fluoropolymer industry for years, its widespread environmental distribution, high bioaccumulation capability, and human exposure have caused great concern, particularly as its potential toxicity and health risk is still largely unknown. It is a monocarboxylic acid, a perfluorinated compound and an ether. C(=O)(C(C(F)(F)F)(OC(C(C(F)(F)F)(F)F)(F)F)F)O